(3-bromo-2-cyanophenyl)boric acid BrC=1C(=C(C=CC1)OB(O)O)C#N